FC(CO)=CF 2,3-difluoro-2-propen-1-ol